FC1=C(C#N)C=CC(=C1)C(=C)C(F)(F)F 2-Fluoro-4-(1-trifluoromethyl-vinyl)benzonitrile